C(O[C@H]1CC[C@@]2([C@H]3C[C@H]([C@@]4([C@H](CC[C@@]4([C@@H]3CC[C@@H]2C1)O)C=1COC(C1)=O)C)O)C)(OCCN1CC(NCC1)=O)=O (3S,5R,8R,9S,10S,12R,13S,14S,17R)-12,14-dihydroxy-10,13-dimethyl-17-(5-oxo-2,5-dihydrofuran-3-yl)hexadecahydro-1H-cyclopenta[a]phenanthren-3-yl (2-(3-oxopiperazin-1-yl)ethyl) carbonate